5-bromo-3-chloro-2-methoxybenzene-1-carbonitrile BrC=1C=C(C(=C(C1)C#N)OC)Cl